N1(CCC1)C(=O)C1=CC(=C(C=C1)C1=NC=CC2=C1CN(C2=O)C=2C=NC(=CC2)OC(F)F)OC(F)F 4-[4-(azetidine-1-carbonyl)-2-(difluoromethoxy)phenyl]-2-[6-(difluoromethoxy)pyridin-3-yl]-2,3-dihydro-1H-pyrrolo[3,4-c]pyridin-1-one